N-[(1S)-2-hydroxy-1-{3-[4-(trifluoromethyl)phenyl]-1,2,4-oxadiazol-5-yl}ethyl]-4-(morpholin-4-yl)benzamide OC[C@@H](C1=NC(=NO1)C1=CC=C(C=C1)C(F)(F)F)NC(C1=CC=C(C=C1)N1CCOCC1)=O